N-benzyl-3-[4-(3,3-difluoropiperidin-1-yl)pyrido[3,2-d]pyrimidin-6-yl]benzene-1-sulfonamide C(C1=CC=CC=C1)NS(=O)(=O)C1=CC(=CC=C1)C=1C=CC=2N=CN=C(C2N1)N1CC(CCC1)(F)F